FC1(C2(CCN(CC12)C(=O)OC(C)(C)C)C)F tert-butyl 7,7-difluoro-6-methyl-3-azabicyclo[4.1.0]heptane-3-carboxylate